6-(3,4-dimethylpyrazol-1-yl)-N-(6-methoxy-1-methylindazol-7-yl)pyridine-3-sulfonamide CC1=NN(C=C1C)C1=CC=C(C=N1)S(=O)(=O)NC=1C(=CC=C2C=NN(C12)C)OC